1-allyl-4-chloro-3-propyl-1,3-dihydro-2,1-benzothiazole C(C=C)N1SC(C2=C1C=CC=C2Cl)CCC